NC=1C=C(C=C(C1)C1CCN(CC1)C)NC(OC)=O methyl (3-amino-5-(1-methylpiperidin-4-yl)phenyl)carbamate